NC1=NC(=C(C(=N1)O)CC=1C=C(C#N)C=CC1OC)C 3-((2-amino-4-hydroxy-6-methylpyrimidin-5-yl)methyl)-4-methoxybenzonitrile